ClC1=CC2=C(N(C(C(N2C)=O)=O)C2CCN(CC2)C2=NC=C(C=N2)CNC2=CC=C(C=C2)OC(F)(F)F)N=C1 7-chloro-1-methyl-4-(1-(5-(((4-(trifluoromethoxy)phenyl)amino)methyl)pyrimidin-2-yl)piperidin-4-yl)-1,4-dihydropyrido[2,3-b]pyrazine-2,3-dione